(R)-2-(3-(2-(2-chloroacetyl)hydrazineyl)-3-oxopropyl)-N-(1-(naphthalen-1-yl)ethyl)benzamide ClCC(=O)NNC(CCC1=C(C(=O)N[C@H](C)C2=CC=CC3=CC=CC=C23)C=CC=C1)=O